(4S)-5,5-difluoro-1-(5,6,7,8-tetrahydroquinolin-8-yl)-3-(trifluoromethyl)-4,5,6,7-tetrahydro-1H-indol-4-ol FC1([C@H](C=2C(=CN(C2CC1)C1CCCC=2C=CC=NC12)C(F)(F)F)O)F